BrC1=CNC2=NC(=C(C=C21)C)C#N 3-bromo-5-methyl-1H-pyrrolo[2,3-b]pyridine-6-carbonitrile